5-chloro-N-(2,4-dimethoxybenzyl)-2-fluoro-4-((1-(2-fluorophenyl)cyclopropyl)amino)-N-(pyrimidin-4-yl)benzenesulfonamide ClC=1C(=CC(=C(C1)S(=O)(=O)N(C1=NC=NC=C1)CC1=C(C=C(C=C1)OC)OC)F)NC1(CC1)C1=C(C=CC=C1)F